2-(p-tolyl)oxazol C1(=CC=C(C=C1)C=1OC=CN1)C